C(C1=CC=CC=C1)OC=1C=C(C=CC1)CS(=O)(=O)[O-].[Na+].CC1(OCCO1)C=1SC(=CN1)S(=O)(=O)N 2-(2-Methyl-1,3-dioxolan-2-yl)thiazole-5-sulfonamide sodium [3-(benzyloxy)phenyl]methanesulfonate